tert-butyl N-[(1S)-3-(4-fluorophenyl)-1-[hydroxy(thiazol-2-yl)methyl] propyl]carbamate FC1=CC=C(C=C1)CC[C@@H](C(C=1SC=CN1)O)NC(OC(C)(C)C)=O